(3,4-dihydro-2H-pyrrol-5-yl)-3-methoxy-1-methyl-1H-pyrazole trifluoroacetate FC(C(=O)O)(F)F.N=1CCCC1C=1C(=NN(C1)C)OC